azetidin-3-yl(4-(3-methoxy-5-(trifluoromethyl)pyridin-2-yl)piperazin-1-yl)methanone hydrochloride Cl.N1CC(C1)C(=O)N1CCN(CC1)C1=NC=C(C=C1OC)C(F)(F)F